NC=1C=C(C=CC1N1CCN(CC1)CC)C(=O)N1CCC(CC1)C1=CC=C(C=C1)OC=1N=NC(=CC1)C(F)(F)F (3-amino-4-(4-ethylpiperazin-1-yl)phenyl)(4-(4-((6-(trifluoromethyl)pyridazin-3-yl)oxy)phenyl)-piperidin-1-yl)methanone